COC1=C(C2=C(C=N1)C=CN2CC2=CC=C(C=C2)S(=O)(=O)N)C2=NN(C=C2)C 4-((6-methoxy-7-(1-methyl-1H-pyrazol-3-yl)-1H-pyrrolo[3,2-c]pyridin-1-yl)methyl)benzenesulfonamide